C1(CCCC1)NC1=NC=NN2C1=NC=C2[C@@H]2O[C@@H]([C@H]([C@H]2O)O)CO (2S,3R,4S,5R)-2-(4-(cyclopentylamino)imidazo[2,1-f][1,2,4]triazin-7-yl)-5-(hydroxymethyl)tetrahydrofuran-3,4-diol